NCCCOC=1C=NC=2N(C1C1=CC(=NN1)NC=1N=CC(=NC1)C#N)N=CC2 5-({5-[6-(3-Aminopropoxy)pyrazolo[1,5-a]pyrimidin-7-yl]-1H-pyrazol-3-yl}amino)pyrazine-2-carbonitrile